S-sec-butyl thioformate C(=O)SC(C)CC